Z-3-decene CC\C=C/CCCCCC